3'-[(4-benzyl-1,4,8-triazacycloundecane-1,8-diyl)bis(methylene)]bis(2-hydroxy-5-methylbenzamide) C(C1=CC=CC=C1)N1CCN(CCCN(CCC1)CC=1C(=C(C(=O)N)C=C(C1)C)O)CC=1C(=C(C(=O)N)C=C(C1)C)O